[N+](=O)([O-])C1=CC=2C=3C=CC=C4C=C(C=C(C5=CC=CC(=C1)C52)C43)[N+](=O)[O-] 2,8-dinitroperylene